SCCNC(OC(C)(C)C)=O tert-Butyl 2-mercaptoethylcarbamate